tert-Butyl 3-(6-chloropyridin-3-yl)azetidine-1-carboxylate ClC1=CC=C(C=N1)C1CN(C1)C(=O)OC(C)(C)C